(R,E)-2-methyl-N-((1-methyl-1H-pyrazolo[3,4-b]pyridin-5-yl)methylene)propane-2-sulfinamide CC(C)(C)[S@@](=O)/N=C/C=1C=C2C(=NC1)N(N=C2)C